C1(CCCC1)N1C(CN(C=2C(N[C@](NC12)(N)NC=1C=C2C=CN(C2=CC1OC)C(CN1[C@@H](CCC1)CO)=O)=O)C)CC (R)-8-cyclopentyl-7-ethyl-2-{{1-{2-[(S)-2-(hydroxymethyl)pyrrolidin-1-yl]acetyl}-6-methoxyindol-5-yl}amino}-5-methyl-7,8-dihydropterin